FC1(CCC2=C1N=C(N=C2C2=CC1=C([C@H](CO1)N(C(OCC1=CC=CC=C1)=O)C1COC1)C=C2)N2[C@H](CC2)C(F)(F)F)F benzyl ((R)-6-(7,7-difluoro-2-((R)-2-(trifluoromethyl)azetidin-1-yl)-6,7-dihydro-5H-cyclopenta[d]pyrimidin-4-yl)-2,3-dihydrobenzofuran-3-yl)(oxetan-3-yl)carbamate